piperazine-1-carbaldehyde N1(CCNCC1)C=O